tert-butyl (1-(4-(2,6-dioxopiperidin-3-yl)-3-fluoro-5-methylphenyl)azetidin-3-yl)carbamate O=C1NC(CCC1C1=C(C=C(C=C1C)N1CC(C1)NC(OC(C)(C)C)=O)F)=O